[N+](=O)([O-])C1=CC=C(C=C1)C=1C(C(OC=2C1N=C1C=CC=C(C12)C)=O)C(F)(F)F 4-(4-nitrophenyl)-9-methyl-3-trifluoromethyl-indolopyrone